CC=1C(OC2=CC=CC=C2C1)=O METHYLCOUMARINE